CC1=CC=C(C=C1)S(=O)(=O)OC1CCC(CC1)O[Si](C)(C)C(C)(C)C [4-[tert-butyl(dimethyl)silyl]oxycyclohexyl] 4-methylbenzenesulfonate